1,5-naphthalene-bis-sulfonate C1(=CC=CC=2C(=CC=CC12)S(=O)(=O)[O-])S(=O)(=O)[O-]